(S)-5-((1-Benzylpyrrolidin-3-yl)(methyl)amino)-N-(6-fluoropyridin-2-yl)-4-methylpyridine-2-sulfonamide trifluoroacetate salt FC(C(=O)O)(F)F.C(C1=CC=CC=C1)N1C[C@H](CC1)N(C=1C(=CC(=NC1)S(=O)(=O)NC1=NC(=CC=C1)F)C)C